(2S,4R)-tert-Butyl 4-(3-iodo-4-((triphenylphosphoranylidene)amino)-1H-pyrazolo[3,4-d]pyrimidin-1-yl)-2-methylpyrrolidine-1-carboxylate IC1=NN(C2=NC=NC(=C21)N=P(C2=CC=CC=C2)(C2=CC=CC=C2)C2=CC=CC=C2)[C@@H]2C[C@@H](N(C2)C(=O)OC(C)(C)C)C